C(C)(=O)NC1=CC=C(C=C1)N(C(CN1C(=NC2=C1C=CC(=C2)Cl)C#N)=O)CC2=CSC=C2 N-(4-acetamidophenyl)-2-(5-chloro-2-cyano-benzimidazol-1-yl)-N-(3-thienylmethyl)acetamide